C(C=C)OC1=C(C(=O)OCC=C)C=CC(=C1OC(C)C)N allyl 2-(allyloxy)-4-amino-3-isopropoxybenzoate